(S)-5-(2-fluorophenyl)-2-iodo-6,7-dihydro-5H-pyrrolo[1,2-b][1,2,4]triazole FC1=C(C=CC=C1)[C@@H]1CCC=2N1N=C(N2)I